N-[(1S)-5-[2-(2-aminopyridin-3-yl)-5-(pyrazol-1-yl)imidazo[4,5-b]pyridin-3-yl]-2,3-dihydro-1H-inden-1-yl]-4-(benzyloxy)-3-(1,3-dioxolan-2-yl)-5-ethynylbenzamide NC1=NC=CC=C1C1=NC=2C(=NC(=CC2)N2N=CC=C2)N1C=1C=C2CC[C@@H](C2=CC1)NC(C1=CC(=C(C(=C1)C#C)OCC1=CC=CC=C1)C1OCCO1)=O